(S,Z)-3-(2,3-dimethylphenyl)-6-(2-(hydroxymethyl)-4-(methoxyimino)pyrrolidine-1-carbonyl)-1-methylpyridin-2(1H)-one CC1=C(C=CC=C1C)C=1C(N(C(=CC1)C(=O)N1[C@@H](C/C(/C1)=N/OC)CO)C)=O